CC1=NN(C(=C1)C)C1=NC(=CC(=N1)N)C=1C=NC=C(C1)OC 2-(3,5-dimethyl-1H-pyrazol-1-yl)-6-(5-methoxypyridin-3-yl)-4-aminopyrimidine